C(C)OC(=O)C1=CN=C2N1C=C(C=C2)NCC2=C(C=C(C=C2)OC)OC.O=C2NC(CCC2N2C(C1=CC=CC(=C1C2=O)NCCCCC(=O)N)=O)=O 5-((2-(2,6-dioxopiperidin-3-yl)-1,3-dioxoisoindolin-4-yl)amino)pentanamide ethyl-6-((2,4-dimethoxybenzyl)amino)imidazo[1,2-a]pyridin-3-carboxylate